FC1=CC(=NN1CC1=CC=C(C=C1)F)C(=O)N[C@@H]1C(N(C2=C(OC1)C=CC=N2)C)=O (S)-5-fluoro-1-(4-fluorophenylmethyl)-N-(5-methyl-4-oxo-2,3,4,5-tetrahydropyrido[3,2-b][1,4]oxazepin-3-yl)-1H-pyrazole-3-carboxamide